O=C1NCC(C1=C(CCC(=O)NNC1=CC=CC=C1)NC1=CC=CC=C1)=O 4-(2,4-dioxopyrrolidin-3-ylidene)-N'-phenyl-4-(phenylamino)butyrylhydrazine